3-methyl-N2-(2-pyrazolo[1,5-a]pyridin-3-ylpyrimidin-5-yl)benzene-1,2-diamine CC1=C(C(=CC=C1)N)NC=1C=NC(=NC1)C=1C=NN2C1C=CC=C2